2-(3-((3-methoxycyclobutyl)(4-methyl-4H-1,2,4-triazol-3-yl)methyl)phenyl)-6-(((1-methylcyclobutyl)amino)methyl)-4-(trifluoromethyl)isoindolin-1-one COC1CC(C1)C(C=1C=C(C=CC1)N1C(C2=CC(=CC(=C2C1)C(F)(F)F)CNC1(CCC1)C)=O)C1=NN=CN1C